NCC1=C(C=C(C=C1)C1=NC(=NC=C1)N)C 4-(4-(aminomethyl)-3-methylphenyl)pyrimidin-2-amine